methyl 2-((2R,3S)-3-(methylsulfonamido)-2-((((CIS)-4-phenylcyclohexyl)oxy)methyl)pyrrolidin-1-yl)thiazole-4-carboxylate CS(=O)(=O)N[C@@H]1[C@@H](N(CC1)C=1SC=C(N1)C(=O)OC)CO[C@@H]1CC[C@@H](CC1)C1=CC=CC=C1